(3R-trans)-3-(2,6-dihydroxy-4-pentylphenyl)-4-(1-methylethenyl)-1-cyclohexene-1-carboxylic acid tertbutyl ester C(C)(C)(C)OC(=O)C1=C[C@H]([C@@H](CC1)C(=C)C)C1=C(C=C(C=C1O)CCCCC)O